(1S,3S)-3-((5-(5-(((isobutoxy-carbonyl)amino)methyl)-1-methyl-1H-pyrazol-4-yl)-3-methylpyrazin-2-yl)oxy)cyclohexane-1-carboxylic acid C(C(C)C)OC(=O)NCC1=C(C=NN1C)C=1N=C(C(=NC1)O[C@@H]1C[C@H](CCC1)C(=O)O)C